lithium octasulfide [S-]SSSSSS[S-].[Li+].[Li+]